4-(5-(2-methoxy-2-oxoethyl)pyridin-2-yl)-2,2-dimethylpiperazine-1-carboxylic acid tert-butyl ester C(C)(C)(C)OC(=O)N1C(CN(CC1)C1=NC=C(C=C1)CC(=O)OC)(C)C